4-(2-bromoacetyl)-N,N-dimethylbenzamide BrCC(=O)C1=CC=C(C(=O)N(C)C)C=C1